2-cyclopropyl-4-hydroxy-N,N-dimethyl-7-(pyrrolidin-1-yl)pyrido[2,3-d]pyrimidine-6-carboxamide C1(CC1)C=1N=C(C2=C(N1)N=C(C(=C2)C(=O)N(C)C)N2CCCC2)O